ClC=1C=CC=2NC3=CC=C(C=C3C2C1)Cl 3,6-Dichloro-9H-carbazole